4-(2H-tetrazol-5-yl)phenethylcarbamic acid benzyl ester C(C1=CC=CC=C1)OC(NCCC1=CC=C(C=C1)C=1N=NNN1)=O